ClCC=1OC(=NN1)\C=C\C1=CC(=CC=C1)OC 2-(chloromethyl)-5-[(1E)-2-(3-methoxyphenyl)vinyl]-1,3,4-oxadiazole